COC([C@H]1N(CC(C1)C=CC(=O)OCC1=CC=CC=C1)C(=O)OCC1=CC=CC=C1)=O N-benzyloxycarbonyl-4-(benzyloxycarbonyl-vinyl)-proline methyl ester